C(CCC)C(C(CO)CCC)CCO 3-butyl-2-propylpentane-1,5-diol